CC1=NNC=C1C=1N=C(C2=C(N1)C=NC=C2)N2CCC1(CCN(C1)CC(C)O)CC2 1-(8-(2-(3-methyl-1H-pyrazol-4-yl)pyrido[3,4-d]pyrimidin-4-yl)-2,8-diazaspiro[4.5]decan-2-yl)propan-2-ol